(E)-3-(benzo[c][1,2,5]oxadiazol-5-yl)-N-(2-butoxyphenyl)acrylamide N=1ON=C2C1C=CC(=C2)/C=C/C(=O)NC2=C(C=CC=C2)OCCCC